1-cyclopentyl-1H-pyrazolo[3,4-d]Pyrimidine-6-carbonitrile C1(CCCC1)N1N=CC=2C1=NC(=NC2)C#N